NC1=NC=2C=CC(=CC2C2=C1[C@H](OC2)C)C(=O)N([C@@H]2COC1=C2C=CC(=C1)C=1C=NN(C1)C)C (3R)-4-amino-N,3-dimethyl-N-((3S)-6-(1-methyl-1H-pyrazol-4-yl)-2,3-dihydro-1-benzofuran-3-yl)-1,3-dihydrofuro[3,4-c]-quinoline-8-carboxamide